C(#N)C[C@H]1N(CC[C@@H](C1)N1C=NC=2C(=NC=3C(=NC=CC3C21)OC)N2CC(C2)N(C)C)C(=O)OC(C)(C)C tert-butyl (2S,4S)-2-(cyanomethyl)-4-(4-(3-(dimethylamino)azetidin-1-yl)-6-methoxy-1H-imidazo[4,5-c][1,7]naphthyridin-1-yl)piperidine-1-carboxylate